C(C1=CC(O)=C(O)C(O)=C1)(=O)OCCC(CCC(C)=O)=O 7-(galloyloxy)heptane-2,5-dione